3-(5-((4-(4-amino-3-(4-phenoxyphenyl)-1H-pyrazolo[3,4-d]pyrimidin-1-yl)piperidin-1-yl)methyl)-6-bromo-1-oxoisoindolin-2-yl)piperidine-2,6-dione NC1=C2C(=NC=N1)N(N=C2C2=CC=C(C=C2)OC2=CC=CC=C2)C2CCN(CC2)CC=2C=C1CN(C(C1=CC2Br)=O)C2C(NC(CC2)=O)=O